Cl.ClC=1C=C(CNCCC=2C(=NC=C(C2)OC)OC)C=C(C1)C N-(3-chloro-5-methylbenzyl)-2-(2,5-dimethoxypyridin-3-yl)ethan-1-amine hydrochloride